NCCOC(C(CCC(=O)OCCN)N)=O bis(2-aminoethyl)-2-aminopentanedioate